[SiH3][SiH2][SiH2][SiH2][SiH2]CCCCCCCCCC pentasilapentadecane